N-cyclopropyl-8-(4-(difluoromethoxy)phenyl)-7-methoxy-1,6-naphthyridin-2-amine C1(CC1)NC1=NC2=C(C(=NC=C2C=C1)OC)C1=CC=C(C=C1)OC(F)F